CC1=NC(=C(C2=C1CC(C2)CNCCC2CN(C(O2)=O)C2=NC1=C(OCC(N1)=O)N=C2)C)OCC(=O)NC 2-[[1,4-dimethyl-6-[[2-[2-oxo-3-(3-oxo-4H-pyrazino[2,3-b][1,4]oxazin-6-yl)-1,3-oxazolidin-5-yl]ethylamino]methyl]-6,7-dihydro-5H-cyclopenta[c]pyridin-3-yl]oxy]-N-methylacetamide